(R)-1-(1-(4-fluorobenzyl)-1H-benzo[d]imidazol-2-yl)piperidin-3-amine FC1=CC=C(CN2C(=NC3=C2C=CC=C3)N3C[C@@H](CCC3)N)C=C1